COCCOC1=CC=C(C=C1)[C@@H]1N(C(OC1)=O)C1=CC2=C(NC=N2)C=C1 (S)-4-(4-(2-Methoxyethoxy)phenyl)-3-(1H-benzo[d]imidazol-5-yl)oxazolidin-2-on